C1(=CC=CC=C1)C1CC(NC1)=O 4-PHENYL-2-PYRROLIDINONE